1-(2,6-diisopropylphenyl)-3-(2,4,6-trimethylbenzyl)-imidazol-2-ylidenegold(I) chloride C(C)(C)C1=C(C(=CC=C1)C(C)C)N1C(N(C=C1)CC1=C(C=C(C=C1C)C)C)=[Au-2]Cl